CS(=O)(=O)[O-].C(CCC)[NH+]1C=C(C=C1)CCC 1-Butyl-3-propylpyrrolium methanesulfonate